IC=1NC2=CC(=CN=C2C1)C=O 2-IODO-4-AZAINDOLE-6-CARBOXALDEHYDE